(E)-N'-(2-fluoro-5-methoxybenzylidene)-3-hydroxy-6-(6-(trifluoromethoxy)pyridin-3-yl)pyrazine-2-carbohydrazide FC1=C(\C=N\NC(=O)C2=NC(=CN=C2O)C=2C=NC(=CC2)OC(F)(F)F)C=C(C=C1)OC